C(C)OC(\C=C(/C)\C1CC(C1)OCC1=CC=CC=C1)=O (E)-3-(3-(benzyloxy)cyclobutyl)but-2-enoic acid ethyl ester